3-chloro-5-(1-ethylpropyl)pyrazolo[1,5-a]pyrimidin ClC=1C=NN2C1N=C(C=C2)C(CC)CC